COC(C1CCN(CC1)C=1C=C2CN(C(C2=CC1F)=O)C1C(NC(CC1)=O)=O)OC 3-(5-(4-(dimethoxymethyl)piperidin-1-yl)-6-fluoro-1-oxoisoindolin-2-yl)piperidine-2,6-dione